NC=1C=2N(C3=CC(=C(C=C3N1)C#N)C(=O)N([C@@H]1COC3=C1C=CC(=C3)C(F)(F)F)C)C=NC2 (S)-4-amino-7-cyano-N-methyl-N-(6-(trifluoromethyl)-2,3-dihydrobenzofuran-3-yl)imidazo[1,5-a]quinoxaline-8-carboxamide